tert-butyl 4-[(6-{3-[(1R)-6-chloro-1-hydroxy-2,3-dihydro-1H-indene-4-sulfonamido]-2,6-difluorophenyl}-7-methylquinazolin-2-yl)amino]piperidine-1-carboxylate ClC=1C=C(C=2CC[C@H](C2C1)O)S(=O)(=O)NC=1C(=C(C(=CC1)F)C=1C=C2C=NC(=NC2=CC1C)NC1CCN(CC1)C(=O)OC(C)(C)C)F